(S)-4-(6-cyano-7-(2-fluorophenyl)-1-(2-isopropyl-4-methylpyridin-3-yl)-2-tert-butyl oxo-1,2-dihydroquinazolin-4-yl)-3-methylpiperazine-1-carboxylate C(#N)C=1C(C2=C(NC(N(C2=CC1C1=C(C=CC=C1)F)C=1C(=NC=CC1C)C(C)C)C(C)(C)C)N1[C@H](CN(CC1)C(=O)[O-])C)=O